6-(2-Methoxy-3-pyridyl)-N-[(2-oxo-1H-pyridin-3-yl)sulfonyl]-2-[(4S)-2,2,4-trimethylpyrrolidin-1-yl]pyridin-3-carboxamid COC1=NC=CC=C1C1=CC=C(C(=N1)N1C(C[C@@H](C1)C)(C)C)C(=O)NS(=O)(=O)C=1C(NC=CC1)=O